(R)-(+)-1-phenylpropylamine CC[C@H](C1=CC=CC=C1)N